(4-(pyrazin-2-yl)phenoxy)-1H-1,2,3-triazole-4-carboxylic acid N1=C(C=NC=C1)C1=CC=C(ON2N=NC(=C2)C(=O)O)C=C1